N=1C=CN2C1C1=C(C=C2)C=CS1 Imidazo[1,2-a]Thieno[2,3-c]Pyridine